C(CCCCCCCCCCCCCCCCC)(=O)OC(C)SP(=S)(OC(C)CC(C)C)OC(C)CC(C)C 1-((bis((4-methylpentan-2-yl)oxy) phosphorothioyl)thio)ethyl stearate